C(C1=CC=CC=C1)OCCOCCN1N=CC(=C1)C(=O)O l-1-(2-(2-(benzyloxy)ethoxy)ethyl)-1H-pyrazole-4-carboxylic acid